CN(C(=O)C=1C=C(C2=C(N(C(=N2)C)S(=O)(=O)C(F)(F)F)C1)OC(C)=O)C acetic acid 6-(dimethylcarbamoyl)-2-methyl-1-((trifluoromethyl) sulfonyl)-1H-benzo[d]imidazol-4-yl ester